1-[2-(adamantan-1-yl)ethoxy]-3-(2-ethylpiperidin-1-yl)propan-2-ol hydrochloride Cl.C12(CC3CC(CC(C1)C3)C2)CCOCC(CN2C(CCCC2)CC)O